3-[6-[6-(cyclobutoxy)-2-pyridinyl]thiochroman-2-yl]propionic acid C1(CCC1)OC1=CC=CC(=N1)C=1C=C2CCC(SC2=CC1)CCC(=O)O